N-(3-((4-morpholinopiperidin-1-yl)methyl)-4-(pyridin-4-yl)phenyl)propanamide O1CCN(CC1)C1CCN(CC1)CC=1C=C(C=CC1C1=CC=NC=C1)NC(CC)=O